C1(CC1)OC=1C=C2C=CC(=CC2=CC1)C1=CNC=2N=CN=C(C21)OCCOC 5-(6-cyclopropoxynaphthalen-2-yl)-4-(2-methoxyethoxy)-7H-pyrrolo[2,3-d]pyrimidin